bromocholine bromide [Br-].BrOCC[N+](C)(C)C